N-(4-aminophenyl)-4-hydroxy-3-methoxy-5-methylbenzamide NC1=CC=C(C=C1)NC(C1=CC(=C(C(=C1)C)O)OC)=O